Cl.Cl.FC(C1(CC1)C(=O)N1[C@@H](CCC1)C(=O)N)(F)F 1-{[1-(trifluoromethyl)cyclopropyl]carbonyl}-L-prolinamide dihydrochloride